OC1=CC(=C(C=C1)CNC1=NC(=NC=2N1N=CC2C(C)C)OC2CN(CCC2)C(=O)OC(C)(C)C)N2N=CC=C2 Tert-butyl 3-[[4-([[4-hydroxy-2-(pyrazol-1-yl)phenyl] methyl]amino)-8-isopropylpyrazolo[1,5-a][1,3,5]triazin-2-yl]oxy]piperidine-1-carboxylate